CC=1C=CC(=NC1)OC1CCNCC1 5-methyl-2-(piperidin-4-yloxy)pyridine